FC1=C(C=CC(=C1O)F)C1=NN=C(S1)CN1C2(CC2)C(N(C1=O)[C@H](C(F)(F)F)C1=CC=CC=C1)=O (S)-4-((5-(2,4-difluoro-3-hydroxyphenyl)-1,3,4-thiadiazol-2-yl)methyl)-6-(2,2,2-trifluoro-1-phenylethyl)-4,6-diazaspiro[2.4]heptane-5,7-dione